COCCOCCOCCOCCOCCOCCOCCOCCOCC(=O)Cl 2-[2-[2-[2-[2-[2-[2-[2-(2-methoxyethoxy)ethoxy]ethoxy]ethoxy]ethoxy]ethoxy]ethoxy]ethoxy]acetyl chloride